N-methyl-N-(4-methylbenzyl)-5,6-diphenylpyrazin-2-amine CN(C1=NC(=C(N=C1)C1=CC=CC=C1)C1=CC=CC=C1)CC1=CC=C(C=C1)C